C1(=CC=CC=C1)C=1C=CC=C2C=3C=CC=CC3P(OC12)=O 8-phenyl-9,10-dihydro-9-oxa-10-phosphaphenanthrene-10-oxide